ethyl 2-(heptyloxy)-4-methylpyrimidine-5-carboxylate C(CCCCCC)OC1=NC=C(C(=N1)C)C(=O)OCC